3-phenylpropan-2-en-1-ol C1(=CC=CC=C1)C=CCO